OC12CC3(CC(CC(C1)C3)C2)N2C3=NC(=NC=C3N(C2=O)C([2H])([2H])[2H])NC=2C(=CC=3N(C2)N=CN3)C 9-(3-hydroxyadamantan-1-yl)-7-(methyl-d3)-2-((7-methyl-[1,2,4]triazolo[1,5-a]pyridin-6-yl)amino)-7,9-dihydro-8H-purin-8-one